ClC1=CC(=NC=C1)C=NO N-[(4-chloropyridin-2-yl)methylidene]hydroxylamine